methyl-dimethoxysilanol propionate C(CC)(=O)O.C[Si](O)(OC)OC